(1'R,2'R,4'S)-4-(2-(difluoromethoxy)pyridin-3-yl)-5'-methyl-2'-(prop-1-en-2-yl)-1',2',3',4'-tetrahydro-[1,1'-biphenyl]-2,4',6-triol FC(OC1=NC=CC=C1C=1C=C(C(=C(C1)O)[C@H]1[C@@H](C[C@@H](C(=C1)C)O)C(=C)C)O)F